1-(4-bromophenyl)piperidine-2,3-dione-4-carboxylic acid ethyl ester C(C)OC(=O)C1C(C(N(CC1)C1=CC=C(C=C1)Br)=O)=O